C(C)(C)(C)C=1C=C(O[Li])C=C(C1)C(C)(C)C 3,5-di-t-butylphenoxylithium